2-ethylhexyl tertiary butyl carbonate C(OCC(CCCC)CC)(OC(C)(C)C)=O